O[C@H]1[C@@]([C@H]2CCC([C@H]([C@@]2(CC1)C)C\C=C/1\C(OC[C@H]1O)=O)=C)(C)CO (3E,4S)-3-[2-[(1R,4aS,5R,6R,8aS)-6-hydroxy-5-(hydroxymethyl)-5,8a-dimethyl-2-methylidene-3,4,4a,6,7,8-hexahydro-1H-naphthalen-1-yl]ethylidene]-4-hydroxyoxolan-2-one